Ethyl N-[[4-[[tert-butyl(dimethyl)silyl]oxymethyl]-2-chloro-phenyl]carbamothioyl]carbamate [Si](C)(C)(C(C)(C)C)OCC1=CC(=C(C=C1)NC(=S)NC(OCC)=O)Cl